NC=1C(=C(C=CC1)C(=O)N1CCN(CC1)C)OC (3-amino-2-methoxyphenyl)(4-methyl-1-piperazinyl)methanone